4-Chloro-5-(2,2,2-trifluoroethyl)-8-vinyl-5H-pyrido[4',3':4,5]pyrrolo[3,2-d]pyrimidine ClC=1C2=C(N=CN1)C1=C(N2CC(F)(F)F)C=NC(=C1)C=C